C(C)(C)(C)OC(=O)N1[C@@H](CN([C@H](C1)CO)C1=NC=C(C=C1F)C(F)(F)F)C (2R,5R)-4-(3-Fluoro-5-(trifluoromethyl)pyridin-2-yl)-5-(hydroxymethyl)-2-methylpiperazine-1-carboxylic acid tert-butyl ester